methyl 3-(3-hydroxy bicyclo[2.2.1]hept-2-ylidene)-2-methylpropionate OC1C(C2CCC1C2)=CC(C(=O)OC)C